3-acetyl-7-((1r,4r)-4-(2-fluoro-6-methylphenyl)cyclohexyl)-5-((3-(trifluoromethyl)pyridin-2-yl)methyl)pyrido[2,3-b]pyrazin-6(5H)-one C(C)(=O)C1=CN=C2C(=N1)N(C(C(=C2)C2CCC(CC2)C2=C(C=CC=C2C)F)=O)CC2=NC=CC=C2C(F)(F)F